3-(1H-indol-5-yl)-1-[(4-methylphenyl)dioxy-λ6-thio]-5-[4-(4-methylpiperazin-1-yl)phenyl]pyrrolo[2,3-b]pyridine N1C=CC2=CC(=CC=C12)C1=CN(C2=NC=C(C=C21)C2=CC=C(C=C2)N2CCN(CC2)C)[SH4]OOC2=CC=C(C=C2)C